C(=O)N([C@@H](CO)[C@H](O)\C=C\CCCCCCCCCCCCC)C=O N,N-dimethyl-sphingosine